C1(CCC(CC1)C1=CC=C(C=C1)O)C1=CC=C(C=C1)O 4,4'-(1,4-cyclohexanediyl)bis[phenol]